FC(C1=NN=C(O1)C1=CN=C(S1)CN(S(=O)(=O)C)C=1C=NN(C1)C(C)C)F N-({5-[5-(difluoromethyl)-1,3,4-oxadiazol-2-yl]-1,3-thiazol-2-yl}methyl)-N-[1-(propan-2-yl)-1H-pyrazol-4-yl]methanesulfonamide